3-Chlorothiophen-2-yl-1H-tetrazole ClC1=C(SC=C1)N1N=NN=C1